2,4-dimethyl-3-bromothiophene CC=1SC=C(C1Br)C